(2R,4S)-1-acetyl-4-((3-(cyclopropylmethoxy)-4-(difluoromethoxy)phenyl)amino)pyrrolidine-2-carboxamide C(C)(=O)N1[C@H](C[C@@H](C1)NC1=CC(=C(C=C1)OC(F)F)OCC1CC1)C(=O)N